FC(C1=CC=C(C=CC=2OC=C(N2)COC2=CC=C(C=C2)C(CCC)O)C=C1)(F)F 1-(4-((2-(4-(trifluoromethyl)styryl)oxazol-4-yl)methoxy)phenyl)butan-1-ol